FC1=CC=CC2=C1N=C(O2)C2=CC=C(C=C2)NC(=O)C2CS(C2)(=O)=O N-[4-(4-fluoro-1,3-benzoxazol-2-yl)phenyl]-1,1-dioxo-thietane-3-carboxamide